C(\C=C\C(=O)O)(=O)O.C(C(C)(C)C)(=O)OCOP(=O)(OC1=CC=CC=C1)CO[C@@H](CN1C2=NC=NC(=C2N=C1)N)C ((((((R)-1-(6-amino-9h-purin-9-yl) propan-2-yl) oxy) methyl) (phenoxy) phosphoryl)oxy)methyl pivalate fumarate